COC(C1=C(C=C(C(=C1)C(F)(F)F)Cl)NC(C)=O)=O 2-acetamido-4-chloro-5-(trifluoromethyl)benzoic acid methyl ester